CC1(OC2=C(C1)C=C(C=C2)C=2CSC1=CC(=CC=C1C2C2=CC=C(C=C2)O[C@@H]2CN(CC2)CCCF)O)C 3-(2,2-dimethyl-3H-benzofuran-5-yl)-4-[4-[(3S)-1-(3-fluoropropyl)pyrrolidin-3-yl]oxyphenyl]-2H-thiochromen-7-ol